2-METHYLBENZOTHIAZOLE-5-BORONIC ACID CC=1SC2=C(N1)C=C(C=C2)B(O)O